ClC1=NN2C(N=CC3=C2[C@@](C[C@H]3C(=O)NC3=CC(=NC=C3)C(F)(F)F)(C=3C=NN(C3)C)C)=C1 trans-2-chloro-8-methyl-8-(1-methyl-1H-pyrazol-4-yl)-N-(2-(trifluoromethyl)pyridin-4-yl)-7,8-dihydro-6H-cyclopenta[e]pyrazolo[1,5-a]pyrimidine-6-carboxamide